4-(2-(3-(1H-pyrazol-4-yl)benzoylamino)-1-phenyl-1H-imidazol-4-yl)butanoic acid methyl ester COC(CCCC=1N=C(N(C1)C1=CC=CC=C1)NC(C1=CC(=CC=C1)C=1C=NNC1)=O)=O